4-isopropyl-1-(4-nitrobenzyl)piperazin C(C)(C)N1CCN(CC1)CC1=CC=C(C=C1)[N+](=O)[O-]